Cl.Cl.Cl.CN1CCN(CC1)CCC(=O)OC[C@@H](C(NC1=CC=C2C=NN(C2=C1)C=1C=C(C=CC1)C)=O)N (S)-2-amino-3-oxo-3-((1-(m-tolyl)-1H-indazol-6-yl)amino)propyl 3-(4-methylpiperazin-1-yl)propanoate trihydrochloride